5-((1S,2S)-2-(6-chloroimidazo[1,2-b]pyridazin-8-yl)cyclopropyl)-2-(trifluoromethyl)thiazole ClC=1C=C(C=2N(N1)C=CN2)[C@@H]2[C@H](C2)C2=CN=C(S2)C(F)(F)F